3-(3-(1H-pyrrolo[2,3-b]pyridin-5-yl)phenyl)-N-(2-fluorobenzyl)acrylamide N1C=CC=2C1=NC=C(C2)C=2C=C(C=CC2)C=CC(=O)NCC2=C(C=CC=C2)F